FC(C=1C=C(C=NC1)C1CCN(CC1)C=O)(F)F {4-[5-(trifluoromethyl)pyridin-3-yl]piperidin-1-yl}methanone